C[C@](N)([C@@H](C)CC)C(=O)O DL-α-methylisoleucine